2,5-bis(allyloxy)terephthalic Acid C(C=C)OC1=C(C(=O)O)C=C(C(=C1)C(=O)O)OCC=C